(R)-2-((4-(5-((6-(oxazol-5-yl)pyridin-3-yl)ethynyl)pyrimidin-2-yl)-1-(1,3,5-triazin-2-yl)piperazin-2-yl)methoxy)ethan-1-ol O1C=NC=C1C1=CC=C(C=N1)C#CC=1C=NC(=NC1)N1C[C@@H](N(CC1)C1=NC=NC=N1)COCCO